1-(5-decylheptadecyl)-1,5-naphthyridine-2,6(1H,5H)-dione C(CCCCCCCCC)C(CCCCN1C(C=CC=2NC(C=CC12)=O)=O)CCCCCCCCCCCC